cyclopropyl(2-(5-isopropylisoxazol-3-yl)pyrrolidin-1-yl)methanone C1(CC1)C(=O)N1C(CCC1)C1=NOC(=C1)C(C)C